O=C1N(CCC12CNC1=C(O2)N=CC=C1)C#N Oxo-1,2-dihydrospiro[pyrido[2,3-b][1,4]oxazine-3,3'-pyrrolidine]-1'-carbonitrile